2-(6-aminospiro[3.3]heptan-2-yl)propan-2-ol (S)-methyl-2-((S)-3-cyclopropyl-2-(4,6-dichloro-1H-indole-2-carboxamido)propanamido)-3-((R)-5,5-dimethyl-2-oxopyrrolidin-3-yl)propanoate C[C@@](C(=O)OC(C)(C)C1CC2(C1)CC(C2)N)(C[C@@H]2C(NC(C2)(C)C)=O)NC([C@H](CC2CC2)NC(=O)C=2NC1=CC(=CC(=C1C2)Cl)Cl)=O